CC=1N=CN(C1)C1=C(C=CC(=C1)[N+](=O)[O-])OC1=CC=CC=C1 4-methyl-1-(5-nitro-2-phenoxyphenyl)-1H-imidazole